ClC1=C(C=CC(=C1)Cl)[C@@H](C)NC(=O)[C@]1(C=2C=CC=NC2[C@@](CC1)(CO)O)F (5s,8s)-N-((R)-1-(2,4-dichlorophenyl)ethyl)-5-fluoro-8-hydroxy-8-(hydroxymethyl)-5,6,7,8-tetrahydroquinoline-5-carboxamide